(3,5-dimethylbenzene) phosphate P(=O)(O)(O)O.CC=1C=CC=C(C1)C